2-(4-chlorophenyl)-2-oxoethyl-5-amino-2-chloro-4-fluorobenzoate ClC1=CC=C(C=C1)C(COC(C1=C(C=C(C(=C1)N)F)Cl)=O)=O